N-(2-Chloro-4-methylphenyl)-4,5-dihydro-1H-imidazol-2-amine ClC1=C(C=CC(=C1)C)NC=1NCCN1